(R)-3-amino-4-(4-tolyl)-butyric acid N[C@@H](CC(=O)O)CC1=CC=C(C=C1)C